C(CCC)NCS(=O)(=O)NC(C=CC1=CC(=C(C=C1)OCC#C)OC)=O N-(butylaminomethylsulfonyl)-3-(3-methoxy-4-(prop-2-yn-1-yloxy)phenyl)acrylamide